platinum-palladium gold [Au].[Pd].[Pt]